1-[(1-methyl-1H-imidazol-2-yl)sulfonyl]-1H-benzotriazole CN1C(=NC=C1)S(=O)(=O)N1N=NC2=C1C=CC=C2